FC1=C(C(=CC=C1)F)C1=CC(=C(N=N1)C(=O)N)NC1=CC=C(C=C1)C(C(=O)NS(=O)(=O)C)(C)C 6-(2,6-Difluorophenyl)-4-((4-(2-methyl-1-(methylsulfonamido)-1-oxopropan-2-yl)phenyl)amino)Pyridazine-3-carboxamide